2-{[(2S)-1,4-dioxan-2-yl]methyl}-N-[(pyrimidin-2-yl)methyl]-8-(trifluoromethyl)-2H-furo[2,3-g]indazole-7-carboxamide O1[C@H](COCC1)CN1N=C2C3=C(C=CC2=C1)OC(=C3C(F)(F)F)C(=O)NCC3=NC=CC=N3